C1(=CC=CC=C1)COCCCCCCCCCCCCO 12-(phenylmethoxy)-1-dodecanol